pyrrolo[3,2-c]pyridin-2-ylmethanamine hydrochloride Cl.N1C(=CC=2C=NC=CC21)CN